3-(3-((4-(2-(3-(3-amino-6-(2-hydroxyphenyl)pyridazin-4-yl)-3,8-diazabicyclo[3.2.1]octan-8-yl)pyrimidin-5-yl)piperidin-1-yl)methyl)phenyl)piperidine-2,6-dione NC=1N=NC(=CC1N1CC2CCC(C1)N2C2=NC=C(C=N2)C2CCN(CC2)CC=2C=C(C=CC2)C2C(NC(CC2)=O)=O)C2=C(C=CC=C2)O